C(C(=C)C)(=O)OCCN(C)C 2-dimethylaminoethyl methacrylate